3-chloro-6-(1-(4-(5-cyclopropylpyridin-3-yl)-1H-1,2,3-triazol-1-yl)ethyl)pyridazine ClC=1N=NC(=CC1)C(C)N1N=NC(=C1)C=1C=NC=C(C1)C1CC1